C(C1=CC=CC=C1)C=1N=C(C2=C(NC3=CC(=CC=C23)C(=O)OC)N1)NCCCN(C)C(=O)OC(C)(C)C methyl 2-benzyl-4-((3-((tert-butoxycarbonyl)(methyl)amino)propyl)amino)-9H-pyrimido[4,5-b]indole-7-carboxylate